O-((2R,3R,4S,5R)-2-(6-amino-2-fluoro-9H-purin-9-yl)-4-(naphthalen-2-ylmethoxy)-5-((naphthalen-2-ylmethoxy)methyl)-5-((E)-prop-1-en-1-yl)tetrahydrofuran-3-yl) O-phenyl carbonothioate C(O[C@H]1[C@@H](O[C@]([C@H]1OCC1=CC2=CC=CC=C2C=C1)(\C=C\C)COCC1=CC2=CC=CC=C2C=C1)N1C2=NC(=NC(=C2N=C1)N)F)(OC1=CC=CC=C1)=S